C1(CC1)C([C@@H](C(=O)NC1=NC(=C(C=C1)C=1C(=[N+](C=C(C1)C)[O-])C)F)NC(=O)C=1N(N=CC1)CC(F)F)C1CC1 N-[(1S)-1-(dicyclopropylmethyl)-2-[[5-(2,5-dimethyl-1-oxido-pyridin-1-ium-3-yl)-6-fluoro-2-pyridyl]amino]-2-oxo-ethyl]-2-(2,2-difluoroethyl)pyrazole-3-carboxamide